methyl 2-(3-((5-(3-(aminomethyl)phenyl)benzofuran-3-yl)methoxy)phenyl)acetate NCC=1C=C(C=CC1)C=1C=CC2=C(C(=CO2)COC=2C=C(C=CC2)CC(=O)OC)C1